3-(4-(ethylsulfonamido)phenyl)-5-((2-methoxy-5-methylpyridin-4-yl)amino)-1H-pyrazole-4-carboxamide C(C)S(=O)(=O)NC1=CC=C(C=C1)C1=NNC(=C1C(=O)N)NC1=CC(=NC=C1C)OC